NS(=NC(CC1=C(C=C(C=C1C(C)C)C1=CC(=C(C=C1)C)C)C(C)C)=O)(=O)C=1SC(=CN1)C(C)(C)O N-(amino(5-(2-hydroxypropan-2-yl)thiazol-2-yl)(oxo)-λ6-sulfaneylidene)-2-(3,5-diisopropyl-3',4'-dimethyl-[1,1'-biphenyl]-4-yl)acetamide